N1CCC(CC1)CCCC(=O)O 4-(piperidin-4-yl)butanoic acid